Methyl (2E)-2-methoxyimino-2-[3-methyl-2-[[(E)-1-[3-(trifluoromethyl)-2-pyridyl]-ethylideneamino]oxymethyl]phenyl]acetate CO\N=C(\C(=O)OC)/C1=C(C(=CC=C1)C)CO/N=C(\C)/C1=NC=CC=C1C(F)(F)F